2-(4-(4-(3-(2,6-dioxopiperidin-3-yl)benzyl)piperazin-1-yl)phenyl)-2H-indazole-7-carboxamide O=C1NC(CCC1C=1C=C(CN2CCN(CC2)C2=CC=C(C=C2)N2N=C3C(=CC=CC3=C2)C(=O)N)C=CC1)=O